tert-butyl 4-((6-chloro-7-(3,4-dimethoxyphenyl)-4-oxoimidazo[2,1-f][1,2,4]triazin-3(4H)-yl) methyl)-4-hydroxypiperidine-1-carboxylate ClC=1N=C2C(N(C=NN2C1C1=CC(=C(C=C1)OC)OC)CC1(CCN(CC1)C(=O)OC(C)(C)C)O)=O